3-methyl-5-(4,4,5,5-tetramethyl-1,3,2-dioxaborolan-2-yl)-benzo[d]oxazole CN1COC2=C1C=C(C=C2)B2OC(C(O2)(C)C)(C)C